(S)-2-((6-(2-(2-Acryloyl-5-oxa-2,8-diazaspiro[3.5]nonan-8-yl)ethyl)-1-methyl-2-oxo-1,2,3,4,5,6-hexahydrobenzo[b][1,4]diazocin-3-yl)amino)-6-methyl-4-(trifluoromethyl)nicotinonitril C(C=C)(=O)N1CC2(C1)OCCN(C2)CCN2C1=C(N(C([C@H](CC2)NC2=C(C#N)C(=CC(=N2)C)C(F)(F)F)=O)C)C=CC=C1